C(C)(C)(C)OC(=O)N1C[C@H]2N(C3=C(OC2)C(=C(C=C3)I)OC)CC1 (R)-8-iodo-7-methoxy-1,2,4a,5-tetrahydrobenzo[b]pyrazino[1,2-d][1,4]oxazine-3(4H)-carboxylic acid tert-butyl ester